C1(=CC=CC=C1)C1=NC(=NC(=C1)C1=CC=CC=C1)C=1C=C(C=C(C1)N1C2=CC=C(C=C2C=2C=C(C=CC12)C1=CC=CC=C1)C1=CC=CC=C1)N1C2=CC=C(C=C2C=2C=C(C=CC12)C1=CC=CC=C1)C1=CC=CC=C1 9,9'-(5-(4,6-diphenylpyrimidin-2-yl)-1,3-phenylene)bis(3,6-diphenyl-9H-carbazole)